COC1=CC=C(C=C1)COC1=C(C=CC(=C1)C(F)(F)F)C1=C2C(=C(N=N1)N[C@H]1C[C@H](CC1)O)C=NC=C2 (1S,3R)-3-[[1-[2-[(4-methoxyphenyl)methoxy]-4-(trifluoromethyl)phenyl]pyrido[3,4-d]pyridazin-4-yl]amino]cyclopentanol